spiro[indeno[5,6-d]imidazole-6,4'-piperidin]-7-amine N1CCC2(CC1)CC1=CC=3C(N=CN3)=CC1=C2N